(S)-N-((1R,2R)-1-(2,3-dihydrobenzo[b][1,4]dioxin-6-yl)-1-hydroxy-3-(pyrrolidin-1-yl)propan-2-yl)-1-(2,6-dimethylpyridin-4-yl)pyrrolidine-3-carboxamide O1C2=C(OCC1)C=C(C=C2)[C@H]([C@@H](CN2CCCC2)NC(=O)[C@@H]2CN(CC2)C2=CC(=NC(=C2)C)C)O